[7,7-dimethyl-8-oxo-8-(4-pentylnonoxy)octyl] (2S,4S)-1-[7,7-dimethyl-8-oxo-8-(4-pentylnonoxy)octyl]-4-hydroxy-pyrrolidine-2-carboxylate CC(CCCCCCN1[C@@H](C[C@@H](C1)O)C(=O)OCCCCCCC(C(OCCCC(CCCCC)CCCCC)=O)(C)C)(C(OCCCC(CCCCC)CCCCC)=O)C